C1(CCCCC1)C[C@@H](C(=O)N[C@H](CO)C[C@H]1C(NCC1)=O)NC(O[C@H](C(F)(F)C1=CC(=CC=C1)Cl)C1=CC=CC=C1)=O (S)-2-(3-chlorophenyl)-2,2-difluoro-1-phenylethyl ((S)-3-cyclohexyl-1-(((S)-1-hydroxy-3-((S)-2-oxopyrrolidin-3-yl)propan-2-yl)amino)-1-oxopropan-2-yl)carbamate